N[C@H](C(=O)O[C@@H]1[C@H](O[C@]([C@@H]1O)(C1=CC=C2C(=NC=NN21)NC(C(CC)CC)=O)C#N)COC(CC2CCCCCC2)=O)C(C)(C)C (2R,3S,4R,5R)-5-cyano-2-((2-cycloheptylacetoxy)methyl)-5-(4-(2-ethylbutanamido)pyrrolo[2,1-f][1,2,4]triazin-7-yl)-4-hydroxytetrahydrofuran-3-yl (S)-2-amino-3,3-dimethylbutanoate